N1C=C(C2=CC=CC=C12)C1CC(C2=CC=CC=C12)=O 3-(1H-indol-3-yl)-2,3-dihydro-1H-indene-1-one